C(C)N(CCCN(CCOC(N(CCCCC(=O)OCC(CCCCCC)CCCCCC)CCCCCCCC)=O)CCOC(N(CCCCC(=O)OCC(CCCCCC)CCCCCC)CCCCCCCC)=O)CC Bis(2-hexyloctyl) 11-(3-(diethylamino)propyl)-6,16-dioctyl-7,15-dioxo-8,14-dioxa-6,11,16-triazahenicosanedioate